trans-5-Chloro-N-(3-(2-((4-(dimethylamino)cyclohexyl)amino)-8-ethyl-7-oxo-7,8-dihydropyrido[2,3-d]pyrimidin-6-yl)-4-fluorophenyl)-2-methoxypyridine-3-sulfonamide ClC=1C=C(C(=NC1)OC)S(=O)(=O)NC1=CC(=C(C=C1)F)C1=CC2=C(N=C(N=C2)N[C@@H]2CC[C@H](CC2)N(C)C)N(C1=O)CC